FC=1C=C(C=CC1F)C1=NOC(=N1)C=1C=CC(N(N1)CCOC)=O 6-(3-(3,4-difluorophenyl)-1,2,4-oxadiazol-5-yl)-2-(2-methoxyethyl)pyridazin-3(2H)-one